C(C1=CC=CC=C1)OC(=O)N1C(C2=CC(=CC=C2CC1)C(=O)N1CC2=CC=CC=C2C[C@H]1CN1CCCCC1)C=1N(C(=C(C1)C(=O)OCC)C)C [4-(ethoxycarbonyl)-1,5-dimethylpyrrol-2-yl]-7-{[(3S)-3-(piperidin-1-ylmethyl)-3,4-dihydro-1H-isoquinolin-2-yl]carbonyl}-3,4-dihydro-1H-isoquinoline-2-carboxylic acid benzyl ester